4-methyl-7-(6-methyl-1,6-diazaspiro[3.3]heptan-1-yl)phthalazin CC1=NN=CC2=CC(=CC=C12)N1CCC12CN(C2)C